1-cyclobutyl-N-(3-fluoro-4-(methylsulfonyl)phenyl)-4-methyl-5-(2-(trifluoromethyl)phenyl)-1H-pyrrole-3-carboxamide C1(CCC1)N1C=C(C(=C1C1=C(C=CC=C1)C(F)(F)F)C)C(=O)NC1=CC(=C(C=C1)S(=O)(=O)C)F